N-[[6-(1-methylimidazole-4-carbonyl)-6-azaspiro[2.5]octan-2-yl]methyl]furo[2,3-c]pyridine-2-carboxamide CN1C=NC(=C1)C(=O)N1CCC2(C(C2)CNC(=O)C2=CC=3C(=CN=CC3)O2)CC1